spiro[chroman-4,1'-indane] C12(CCC3=CC=CC=C13)CCOC1=CC=CC=C12